Rac-(5R,7R)-7-fluoro-N,N-dimethyl-5-phenyl-6,7-dihydro-5H-pyrrolo[1,2-b][1,2,4]triazole-2-carboxamide F[C@@H]1C[C@@H](N2N=C(N=C21)C(=O)N(C)C)C2=CC=CC=C2 |r|